FC1=C(C=CC(=C1)F)C=CC(=O)N[C@@H](C)C1=CC(=CC=C1)N1CC(OCC1)C (S)-3-(2,4-Difluoro-phenyl)-N-{1-[3-(2-methyl-morpholin-4-yl)-phenyl]-ethyl}-acrylamide